tert-butyl 4-[3-[2-[[(E)-4-aminobut-2-enyl]amino]-5-carbamoyl-3-nitro-phenoxy]propyl]piperazine-1-carboxylate NC/C=C/CNC1=C(OCCCN2CCN(CC2)C(=O)OC(C)(C)C)C=C(C=C1[N+](=O)[O-])C(N)=O